(1R,2S)-1-(2-cyanophenyl)-1-(3-fluoro-1-methyl-1H-pyrazol-4-yl)propan C(#N)C1=C(C=CC=C1)[C@@H](CC)C=1C(=NN(C1)C)F